4'-(butan-1,4-diyldisulfonyl)bis(butan-2-one) C(CCCS(=O)(=O)CCC(C)=O)S(=O)(=O)CCC(C)=O